ClC=1C=C(C=CC1OCC1=NC=CC=C1)NC1=NC=NC2=CC(=C(C=C12)[N+](=O)[O-])C#CC1(CNCCC1)C N-(3-chloro-4-(pyridin-2-ylmethoxy)phenyl)-7-((3-methylpiperidin-3-yl)ethynyl)-6-nitroquinazolin-4-amine